5-amino-8-(2,6-dimethyl-4-pyridinyl)-7-(4-fluorophenyl)-2-[(5-methyl-oxazol-4-yl)methyl]-[1,2,4]triazolo[4,3-c]pyrimidin-3-one NC1=NC(=C(C=2N1C(N(N2)CC=2N=COC2C)=O)C2=CC(=NC(=C2)C)C)C2=CC=C(C=C2)F